trans-N1-(5-(1,5-naphthyridin-2-yl)pyrrolo[2,1-f][1,2,4]triazin-2-yl)cyclohexane-1,4-diamine N1=C(C=CC2=NC=CC=C12)C=1C=CN2N=C(N=CC21)N[C@@H]2CC[C@H](CC2)N